methyl 2-(aminomethyl)-5-hydroxybenzofuran-7-carboxylate NCC=1OC2=C(C1)C=C(C=C2C(=O)OC)O